methyl-hydroxybenzoate CC=1C(=C(C(=O)[O-])C=CC1)O